ClC1=NC=C(C(=N1)NC1=CC(=CC=C1)NC(C(C)C)=O)C 2-Chloro-5-methyl-N4-[3-(2-methylpropanamido)phenyl]pyrimidin-4-amine